methyl (R)-6-chloro-5-((1-methylpyrrolidin-3-yl)amino)pyrazine-2-carboxylate ClC1=C(N=CC(=N1)C(=O)OC)N[C@H]1CN(CC1)C